1-[3-(2,2-difluoroethoxy)-6-[5-[(6-methylpyridazin-3-yl)amino]benzimidazol-1-yl]-2-pyridyl]-5-methyl-pyrazole-3-carbonitrile FC(COC=1C(=NC(=CC1)N1C=NC2=C1C=CC(=C2)NC=2N=NC(=CC2)C)N2N=C(C=C2C)C#N)F